C(CCCCCCC)P(=O)(CCCCCCCC)CC(CC(=O)C1=CC=C(C=C1)CCCCCCCC)=O 4-(dioctylphosphoryl)-1-(4-octylphenyl)butane-1,3-dione